tert-butyl 4-((3R)-11-(2,4-difluorophenyl)-3-(2-methoxyethoxy)-6-oxo-10-(trifluoromethyl)-3,4-dihydro-2H,6H-[1,4]thiazepino[2,3,4-ij]quinazolin-8-yl)piperazine-1-carboxylate FC1=C(C=CC(=C1)F)C1=C(C=C2C(=NC(N3C2=C1SC[C@@H](C3)OCCOC)=O)N3CCN(CC3)C(=O)OC(C)(C)C)C(F)(F)F